2-(benzo[d]oxazole-5-carboxamido)-4-(3-(2-(5,6,7,8-tetrahydro-1,8-naphthyridin-2-yl)ethyl)pyrrolidin-1-yl)butanoic acid O1C=NC2=C1C=CC(=C2)C(=O)NC(C(=O)O)CCN2CC(CC2)CCC2=NC=1NCCCC1C=C2